2,3,8,8a-tetrahydroindolizin C1CCN2CC=CCC12